((3R,5R)-3-amino-5-fluoropiperidin-1-yl)(2-(1-(cyclopropylmethyl)-6-methyl-1H-pyrrolo[2,3-b]pyridin-2-yl)-4-fluoro-3-methylpyrazolo[1,5-a]pyridin-6-yl)methanone N[C@H]1CN(C[C@@H](C1)F)C(=O)C=1C=C(C=2N(C1)N=C(C2C)C2=CC=1C(=NC(=CC1)C)N2CC2CC2)F